(R)-N-acetyl-glycine ethyl ester C(C)OC(CNC(C)=O)=O